N1C(CNCC1)C1=CC=C(C2=C1OCCO2)C(=O)OC methyl 8-(piperazin-2-yl)-2,3-dihydrobenzo[b][1,4]dioxine-5-carboxylate